1-(4-bromophenyl)-N-propylcyclobutane-1-carboxamide BrC1=CC=C(C=C1)C1(CCC1)C(=O)NCCC